(Rac)-[4-(2-tetrahydropyran-2-yl-3H-imidazo[4,5-b]pyridin-7-yl)-1-piperidyl]-[4-(trifluoromethoxy)phenyl]methanone O1[C@H](CCCC1)C1=NC=2C(=NC=CC2C2CCN(CC2)C(=O)C2=CC=C(C=C2)OC(F)(F)F)N1 |r|